N-((S)-(4,4-difluorocyclohexyl)(5-((S)-2-methoxy-1-((S)-2-oxo-4-(trifluoromethyl)imidazolidin-1-yl)ethyl)benzo[d]oxazol-2-yl)methyl)-1-ethyl-4-fluoro-1H-pyrazole-5-carboxamide FC1(CCC(CC1)[C@H](NC(=O)C1=C(C=NN1CC)F)C=1OC2=C(N1)C=C(C=C2)[C@@H](COC)N2C(N[C@@H](C2)C(F)(F)F)=O)F